3-(3-hydroxy-4-methoxyphenyl)-1-propanone OC=1C=C(C=CC1OC)CCC=O